ClC=1C=C(C(=O)C2=CN(C=3C2=NC=C(C3)C=3C(=NOC3C)C)C3=CC(=NC=C3)C(=O)O)C=CC1 4-(3-(3-chlorobenzoyl)-6-(3,5-dimethylisoxazol-4-yl)-1H-pyrrolo[3,2-b]pyridin-1-yl)picolinic acid